(6R)-2-(hydroxymethyl)-2-(methoxymethyl)-6-(4-(trifluoromethyl)phenyl)quinuclidin-3-one OCC1(N2[C@H](CC(C1=O)CC2)C2=CC=C(C=C2)C(F)(F)F)COC